C(C1=CC=CC=C1)N1C2=C(OCC1=O)C=C(C(=C2)Br)NC(=O)NC2=CC=C1C=CNC1=C2 1-(4-benzyl-6-bromo-3-oxo-3,4-dihydro-2H-benzo[b][1,4]oxazin-7-yl)-3-(1H-indol-6-yl)urea